6-bromo-7-ethyl-2-methyl-[1,3,4]thiadiazolo[3,2-a]pyrimidin-5-one BrC1=C(N=C2N(C1=O)N=C(S2)C)CC